5-(N-(2-(dimethylamino)ethyl)sulfamoyl)-3,4-dimethyl-1H-pyrrole-2-carboxamide CN(CCNS(=O)(=O)C1=C(C(=C(N1)C(=O)N)C)C)C